CC=1C(=C(C(=C(C1)[Si](Cl)(Cl)C1=CC=CC=C1)C)C)C tetramethyldiphenyl-dichlorosilane